(R)-4-(3-fluorophenyl)-3-methyl-monophenyl-1,4,5,7-tetrahydro-6H-pyrazolo[3,4-b]pyridin-6-one FC=1C=C(C=CC1)[C@@H]1C2=C(NC(C1)=O)N(N=C2C)C2=CC=CC=C2